[Na+].[Na+].C(C)(=O)[O-].C(C)(=O)O.C(C)(=O)O.C(C)(=O)[O-] tetraacetate disodium salt